[[4-amino-5-(4-chlorobenzoyl)thiazol-2-yl]-[6-(difluoromethoxy)-3-pyridyl]amino]propanamide NC=1N=C(SC1C(C1=CC=C(C=C1)Cl)=O)N(C=1C=NC(=CC1)OC(F)F)C(C(=O)N)C